N-(4,5-Dimethoxy-2-((4-(2-(((1-methyl-1H-indazol-5-yl)methyl)((5-methylpyridin-3-yl)methyl)amino)ethyl)phenyl)carbamoyl)phenyl)quinoxaline-2-carboxamide COC1=CC(=C(C=C1OC)NC(=O)C1=NC2=CC=CC=C2N=C1)C(NC1=CC=C(C=C1)CCN(CC=1C=NC=C(C1)C)CC=1C=C2C=NN(C2=CC1)C)=O